14-chloro-4,6,8,10,12-pentamethylpentadecyl pentyloxymethyl ether C(CCCC)OCOCCCC(CC(CC(CC(CC(CC(C)Cl)C)C)C)C)C